Diethyl-9-benzyl-3-(phenylsulfonyl)-3,9-diazabicyclo[3.3.1]nonane-7,7-dicarboxylate C(C)OC(=O)C1(CC2CN(CC(C1)N2CC2=CC=CC=C2)S(=O)(=O)C2=CC=CC=C2)C(=O)OCC